C1(CN1)=O α-acetolactam